1-(4-(3-isopropyl-2-(5-methoxy-[1,2,4]triazolo[1,5-a]pyridin-7-yl)-1H-indol-5-yl)piperidin-1-yl)-2-(methylamino)ethan-1-one C(C)(C)C1=C(NC2=CC=C(C=C12)C1CCN(CC1)C(CNC)=O)C1=CC=2N(C(=C1)OC)N=CN2